FC=1C(=C(C=CC1F)C(=O)N1CC(C1)NCCCN)NC1=C(C=C(C=C1)I)F N-[1-({3,4-difluoro-2-[(2-fluoro-4-iodophenyl)amino]phenyl}carbonyl)azetidin-3-yl]propane-1,3-diamine